5-amino-(1-aminomethyl)-1,3,3-trimethylcyclohexane NC1CC(CC(C1)(C)CN)(C)C